C(C)(C)(C)OC(NC(C)(C)C(NC(C(=O)N1CC2(C(CC1)=NN(C2=O)C2CC2)CC2=CC=CC=C2)COCC2=CC=CC=C2)=O)=O N-{1-[(1-{3a-benzyl-2-cyclopropyl-3-oxo-4H,6H,7H-pyrazolo[4,3-c]pyridin-5-yl}-3-(benzyloxy)-1-oxopropan-2-yl)carbamoyl]-1-methylethyl}carbamic acid tert-butyl ester